4-(tert-butoxycarbonyl)-phenylboronic acid C(C)(C)(C)OC(=O)C1=CC=C(C=C1)B(O)O